FC1=C(C=C(C=C1)C1=NC(=NO1)C(=O)OCC)O ethyl 5-(4-fluoro-3-hydroxyphenyl)-1,2,4-oxadiazole-3-carboxylate